2-[2-fluoro-6-[(3R)-3-fluoropyrrolidin-1-yl]-3-pyridinyl]-5-pyrimidin-2-yl-6,7-dihydrothiazolo[5,4-c]pyridin-4-one FC1=NC(=CC=C1C=1SC=2C(N(CCC2N1)C1=NC=CC=N1)=O)N1C[C@@H](CC1)F